NCC1=NC=CC(=C1)C1=CC(=CC=2C=C(OC21)COC2=C(C=CC=C2)CC(=O)O)COC2=C(C=CC=C2)CC(=O)O 2,2'-((((7-(2-(aminomethyl)pyridin-4-yl)benzofuran-2,5-diyl)bis(methylene))bis(oxy))bis(2,1-phenylene))diacetic acid